2-(3-fluoropyridin-4-yl)-5-(5-methoxypyridin-3-yl)-1H-indole FC=1C=NC=CC1C=1NC2=CC=C(C=C2C1)C=1C=NC=C(C1)OC